BrC/C=C/C=1C(=NN(C1Cl)CC)C(F)F (E)-4-(3-bromoprop-1-en-1-yl)-5-chloro-3-(difluoromethyl)-1-ethyl-1H-pyrazole